[13C]([13C](=O)C)(=O)[O-] [13C2]pyruvate